3-(triazolo[1,5-a]pyridin-3-yl)cyclohexyl carbamate C(N)(OC1CC(CCC1)C=1N=NN2C1C=CC=C2)=O